4-(4-morpholinophenyl)-butan-1-one O1CCN(CC1)C1=CC=C(C=C1)CCCC=O